C1(CC1)C=1C(=NN(C1NC(O[C@H](C)C1CC1)=O)C)C1CC(C1)(F)F (R)-1-cyclopropylethyl (4-cyclopropyl-3-(3,3-difluorocyclobutyl)-1-methyl-1H-pyrazol-5-yl)carbamate